BrC1=C(C=CC=C1)C1=NN(C=C1)CC (2-bromophenyl)-1-ethyl-1H-pyrazole